N-(4-aminophenyl)-2-fluorobenzenesulfonamide NC1=CC=C(C=C1)NS(=O)(=O)C1=C(C=CC=C1)F